4-[(E)-3-(3-Chloro-4-hydroxyphenyl)prop-2-enoyl]-N,N-dimethylbenzenesulfonamide ClC=1C=C(C=CC1O)/C=C/C(=O)C1=CC=C(C=C1)S(=O)(=O)N(C)C